2-fluoro-1-(4-(4-((6-(trifluoromethyl)pyridin-3-yl)oxy)pyrimidin-5-yl)piperidin-1-yl)prop-2-en-1-one methyl-8-(2-aminoethyl)-1-naphthoate COC(=O)C1=CC=CC2=CC=CC(=C12)CCN.FC(C(=O)N1CCC(CC1)C=1C(=NC=NC1)OC=1C=NC(=CC1)C(F)(F)F)=C